C(CCCC)C(CCC(=O)OCCCCCCCCNCCCCCCCCOC(CCC(CCCCC)CCCCC)=O)CCCCC 8-[8-(4-pentylnonanoyloxy)octylamino]octyl 4-pentylnonanoate